C(CC(C)C)CC(=O)[O-] IsoAmylAcetate